C(C)N(CCCS(=O)(=O)N1C[C@H]([C@H](CC1)NC1=NC=C(C(=N1)C=1C=NN(C1)CC(C)(O)C)C(F)(F)F)F)CC 1-(4-(2-(((3R,4S)-1-((3-(Diethylamino)propyl)sulfonyl)-3-fluoropiperidin-4-yl)amino)-5-(trifluoromethyl)pyrimidin-4-yl)-1H-pyrazol-1-yl)-2-methylpropan-2-ol